2-(2-(cyclopropylmethyl)-5-(3-(4-cyclopropylpiperazin-1-yl)phenyl)-1-(3-fluoro-4-sulfamoylbenzyl)-1H-pyrrol-3-yl)thiazole-4-carboxylic acid C1(CC1)CC=1N(C(=CC1C=1SC=C(N1)C(=O)O)C1=CC(=CC=C1)N1CCN(CC1)C1CC1)CC1=CC(=C(C=C1)S(N)(=O)=O)F